(S)-3-Fluoro-2-((S)-3-methylmorpholin-4-yl)-9-(3-methyl-2-oxo-butyl)-8-trifluoromethyl-6,7,8,9-tetrahydro-pyrimido[1,2-a]-pyrimidin-4-one FC1=C(N=C2N(C1=O)CC[C@H](N2CC(C(C)C)=O)C(F)(F)F)N2[C@H](COCC2)C